BrC1=C(CCNC(C[C@H]2C=3N(C4=C(C(=N2)C2=CC=C(C=C2)Cl)C(=C(S4)C)C)C(=NN3)C)=O)C=CC=C1 (S)-N-(2-bromophenethyl)-2-(4-(4-chlorophenyl)-2,3,9-trimethyl-6H-thieno[3,2-f][1,2,4]triazolo[4,3-a][1,4]diazepin-6-yl)acetamide